C(C)(C)(C)OC(NCCN(CC#C)C)=O N-[2-[methyl-(prop-2-ynyl)amino]ethyl]carbamic acid tert-butyl ester